OC1=CC(=CC2=C1OCO2)NC(OC(C)(C)C)=O tert-butyl N-(7-hydroxy-1,3-benzodioxol-5-yl)carbamate